O1CCN(CC1)C1CCN(CC1)C1=NN=C(O1)C=1C=NC(=NC1)N 5-(5-(4-morpholinopiperidin-1-yl)-1,3,4-oxadiazol-2-yl)pyrimidin-2-amine